3-(tert-butyl)-5-(3-chlorophenoxy)-N-[(2,4-dimethylbenzyl)oxy]-1H-pyrazole-4-carboxamide C(C)(C)(C)C1=NNC(=C1C(=O)NOCC1=C(C=C(C=C1)C)C)OC1=CC(=CC=C1)Cl